2-(3-fluorophenyl)-1,2,3,4-tetrahydroquinoline FC=1C=C(C=CC1)C1NC2=CC=CC=C2CC1